N(=[N+]=[N-])C=1N=C(C=2C(N1)=CN(N2)CC2=C(C=C(C=C2OC)N2CCN(CC2)C(=O)OCC2=CC=CC=C2)OC)N[C@H](CO[Si](C2=CC=CC=C2)(C2=CC=CC=C2)C(C)(C)C)CCC benzyl (S)-4-(4-((5-azido-7-((1-((tert-butyldiphenylsilyl)oxy)pentan-2-yl)amino)-2H-pyrazolo[4,3-d]pyrimidin-2-yl)methyl)-3,5-dimethoxyphenyl)piperazine-1-carboxylate